2-(2-cyclopropyl-4-fluorophenyl)-4,4,5,5-tetramethyl-1,3,2-dioxaborolane C1(CC1)C1=C(C=CC(=C1)F)B1OC(C(O1)(C)C)(C)C